C(C)(C)(C)C1=NN(C(=C1)NC(NC1=C(C=C(OC2=CC(=NC=C2)C(=O)NC)C=C1)SC)=O)C=1C=C2C=CC=NC2=CC1 4-(4-(3-(3-(tert-butyl)-1-(quinolin-6-yl)-1H-pyrazol-5-yl)ureido)-3-(methylthio)phenoxy)-N-methylpicolinamide